FC=1C=C2COC3(OCC(C(C3O)O)O)C2=CC1 5-fluoro-3',4',5',6'-tetrahydro-3H-spiro-[isobenzofuran-1,2'-pyran]-3',4',5'-triol